1-[3-cyclohexen-1-ylcarbonyl]piperidine C1(CC=CCC1)C(=O)N1CCCCC1